S1N=CC=C1C1=C(N[C@H](C)C2=CC(=CC=3C(C(=C(OC32)C3=CC=CC=C3)C)=O)C)C=CC=C1 8-[(1R)-1-(2-isothiazol-5-ylanilino)ethyl]-3,6-dimethyl-2-phenyl-benzopyran-4-one